ClC1=C(C=CC=C1)C=C(CS(=O)(=O)C1=CC=CC=C1)S(=O)(=O)C1=CC=CC=C1 3-o-chlorophenyl-1,2-diphenylsulfonyl-2-propene